FC(C(=O)O)(F)F.N1=CNC(C2=CC=CC=C12)=O quinazolin-4(3H)-one 2,2,2-trifluoroacetate